3-trimethylolmethyl-2-hydroxypropanesulfonic acid C(O)C(CC(CS(=O)(=O)O)O)(CO)CO